COC=1C=C(C(=O)NCCCC#CC2=C3CN(C(C3=CC=C2)=O)C2C(N(C(CC2)=O)C)=O)C=CC1[N+](=O)[O-] 3-methoxy-N-{5-[2-(1-methyl-2,6-dioxopiperidin-3-yl)-1-oxo-3H-isoindol-4-yl]pent-4-yn-1-yl}-4-nitrobenzamide